6-butoxy-1-(4-(pyrrolidin-1-ylmethyl)benzyl)-1H-pyrazolo[3,4-d]pyrimidin-4-amine C(CCC)OC1=NC(=C2C(=N1)N(N=C2)CC2=CC=C(C=C2)CN2CCCC2)N